5-(6-methoxypyrimidin-4-yl)-2-{3-[3-(methylamino)pyrrolidin-1-yl]-1,2,4-triazin-6-yl}phenol COC1=CC(=NC=N1)C=1C=CC(=C(C1)O)C1=CN=C(N=N1)N1CC(CC1)NC